FC(C=1C=C(C=C(C1)C(F)(F)F)C1=CC2=C(NC([C@H]3N(C2=O)CCN(C3)C(COC3=C(C=C(C=C3)OC(F)(F)F)I)=O)=O)C=C1)(F)F (S)-8-(3,5-bis(trifluoromethyl)phenyl)-2-(2-(2-iodo-4-(trifluoromethoxy)phenoxy)acetyl)-1,3,4,12a-tetrahydrobenzo[e]pyrazino[1,2-a][1,4]diazepine-6,12(2H,11H)-dione